Tert-butyl ((1r,4r)-4-hydroxycyclohexyl)methylcarbamate CC(C)(C)OC(=O)NCC1CCC(CC1)O